[Cl-].C(CCCCCCCCCC)[N+]1=C(C=CC=C1)CC 1-Undecyl-2-ethylpyridinium chlorid